4-{3-[1-(4-amino-1H-pyrazolo[3,4-d]pyrimidin-1-yl)ethyl]-5-chloro-2-methoxy-6-methylphenyl}pyridine-2-carbonitrile NC1=C2C(=NC=N1)N(N=C2)C(C)C=2C(=C(C(=C(C2)Cl)C)C2=CC(=NC=C2)C#N)OC